FC(CC1=CC=C(C=C1)C1CCN(CC1)C(=O)C1CC2(C1)NCOC2)(F)F (2s,4s)-2-(4-(4-(2,2,2-Trifluoroethyl)phenyl)piperidine-1-carbonyl)-7-oxa-5-azaspiro[3.4]octan